C(C)C1=C(C(=O)N2CCC(CC2)C2=CC=C(C#N)C=C2)C=C(C(=C1)CC)C1=NN=C(N1)CCOC 4-(1-(2,4-diethyl-5-(5-(2-methoxyethyl)-4H-1,2,4-triazol-3-yl)benzoyl)piperidin-4-yl)benzonitrile